CC1=CC=CC=2N1C=NC2 5-methylimidazo[1,5-a]pyridin